ClC1=NC=C(C(=N1)NCC1=CC=C(C=C1)Cl)C 2-chloro-N-(4-chlorobenzyl)-5-methylpyrimidin-4-amine